(cis)-(1-isobutyl-2-(trifluoromethyl)piperidin-4-yl)methanol C(C(C)C)N1[C@H](C[C@H](CC1)CO)C(F)(F)F